C1(=CC(=CC=C1)CCC(=O)N)C 3-(M-TOLYL)PROPANAMIDE